(4',6'-difluorophenylpyridine) iridium (III) [Ir+3].FC1=CC=C(C(=C1)F)C1=NC=CC=C1